N1(C=NC=C1)C1=NC(=CC(=C1)NCC=1C=NC(=NC1)C1=CC=C(C=C1)OC(C)C)C(F)(F)F 2-(1H-Imidazol-1-yl)-N-((2-(4-isopropoxyphenyl)pyrimidin-5-yl)methyl)-6-(trifluoromethyl)pyridin-4-amine